uridine-3'-phosphorothioate P(O)(O)(=S)O[C@H]1[C@H]([C@@H](O[C@@H]1CO)N1C(=O)NC(=O)C=C1)O